2-fluoro-5-(isopropylamino)-4-nitrobenzoic acid methyl ester COC(C1=C(C=C(C(=C1)NC(C)C)[N+](=O)[O-])F)=O